FC1=C(C=C(C(=C1)C(F)(F)F)C1=NNC=C1)C(=O)NC=1N(N=C2C=C(C=CC12)C(=O)N)C1=CC=CC=C1 3-({[2-fluoro-5-(1H-pyrazol-3-yl)-4-(trifluoromethyl)phenyl]carbonyl}amino)-2-phenyl-2H-indazole-6-carboxamide